CC(C(=O)N1N=CC2=CC3=C(C=C12)C(=C(N3C3=C(C=C(C=C3)F)OCCO)C(C)C)C3=C(C=C(C(=O)OC)C=C3)O)(C)C methyl 4-[1-(2,2-dimethylpropanoyl)-5-[4-fluoro-2-(2-hydroxyethoxy)phenyl]-6-isopropyl-pyrrolo[2,3-f]indazol-7-yl]-3-hydroxy-benzoate